BrC=1C=C(C=C2C(=CC(OC12)(C)C)B1OC(C(O1)(C)C)(C)C)C(=O)OCC ethyl 8-bromo-2,2-dimethyl-4-(4,4,5,5-tetramethyl-1,3,2-dioxaborolan-2-yl)-2H-chromene-6-carboxylate